C1(=CC=C(C=C1)OC1=C(C=CC=C1)O)C1=CC=C(C=C1)OC1=C(C=CC=C1)O (1,1'-biphenyl-4,4'-diylbis(oxy))bisphenol